tert-Butyl 5-(4-(6-chloro-3-((1-(4-chlorobenzoyl)-4-hydroxypiperidin-4-yl)methyl)-4-oxo-3,4-dihydro-7H-pyrrolo[2,3-d]pyrimidin-7-yl)phenyl)-7-oxa-4-azaspiro[2.5]octane-4-carboxylate ClC1=CC2=C(N=CN(C2=O)CC2(CCN(CC2)C(C2=CC=C(C=C2)Cl)=O)O)N1C1=CC=C(C=C1)C1N(C2(CC2)COC1)C(=O)OC(C)(C)C